C(C1=CC=CC=C1)OC=1C=C2C=C(N(C2=CC1)C1=CC(=C(C=C1)F)C)C(COC)(C)C 5-(benzyloxy)-1-(4-fluoro-3-methylphenyl)-2-(1-methoxy-2-methylpropan-2-yl)-1H-indole